(S)-methyl 2-(7-chloro-3-cyclopropyl-2-oxo-5-phenyl-2,3-dihydro-1H-benzo[e][1,4]diazepin-1-yl)acetate ClC1=CC2=C(N(C([C@@H](N=C2C2=CC=CC=C2)C2CC2)=O)CC(=O)OC)C=C1